COC1=C(C=C2C(=NC=NC2=C1)NC1=CC2=CC=CC=C2C=C1)C1CN(C1)C(C=C)=O 1-(3-(7-methoxy-4-(naphthalen-2-ylamino)quinazolin-6-yl)azetidin-1-yl)prop-2-en-1-one